BrC1=CC=C(C=C1)N1C(CC1)CC#N (1-(4-bromophenyl)azetidin-2-yl)acetonitrile